C(C)OC(/C(=C/CN(C)C)/F)=O.CON(C(C1=CC(=NC(=C1)OC)OC)=O)C N,2,6-trimethoxy-N-methyl-isonicotinamide ethyl-(Z)-4-(dimethylamino)-2-fluorobut-2-enoate